2-chloro-N-(5-chloro-6-(2H-1,2,3-triazol-2-yl)pyridin-3-yl)-8,8-dimethyl-7,8-dihydro-6H-pyrazolo[1,5-a]pyrrolo[2,3-e]pyrimidine-6-carboxamide ClC1=NN2C(N=CC3=C2C(CN3C(=O)NC=3C=NC(=C(C3)Cl)N3N=CC=N3)(C)C)=C1